3-ethyl-7-(piperazin-1-ylmethyl)-1,5-naphthyridin C(C)C=1C=NC2=CC(=CN=C2C1)CN1CCNCC1